3-methoxy-1,7-naphthyridin COC=1C=NC2=CN=CC=C2C1